5-chloro-3-((2,4-di-chlorophenylimino)meth-yl)-2-hydroxyphenyl 3-methylbenzoate CC=1C=C(C(=O)OC2=C(C(=CC(=C2)Cl)C=NC2=C(C=C(C=C2)Cl)Cl)O)C=CC1